CC1(CS1)C1=CC(=CC(=C1)C1(C)CS1)C1(C)CS1 1,3,5-tris(β-epithiopropyl)benzene